(2-amino-3-(3-(4-(((3,3-difluoro-2-methoxyphenyl)amino)methyl)benzyl) isoxazol-5-yl)pyridin-1-ium-1-yl)methyl hydrogen phosphate P(=O)(OC[N+]1=C(C(=CC=C1)C1=CC(=NO1)CC1=CC=C(C=C1)CNC=1C(C(C=CC1)(F)F)OC)N)(O)[O-]